C(C1=CC=CC=C1)NC(CC1=CNC2=CC=CC=C12)C N-benzyl-1-(1H-indol-3-yl)propan-2-amine